COC1=CC=C(C=C1)S(=O)(=O)C(C(=O)O)C(C)C 2-[(4-methoxyphenyl)sulfonyl]-3-methylbutanoic acid